(S)-2-(4-fluorophenyl)-5-(4-(7-(trifluoromethyl)pyrazolo[1,5-a]pyridin-2-yl)-1,4,6,7-tetrahydro-5H-imidazo[4,5-c]pyridin-5-yl)-1,3,4-oxadiazole FC1=CC=C(C=C1)C=1OC(=NN1)N1[C@@H](C2=C(CC1)NC=N2)C2=NN1C(C=CC=C1C(F)(F)F)=C2